C1(CCCC1)CN1N=CC(=C1C)C=1C(=NC(=CC1)N1CC2=C(C=CC=C2CC1)C(NC=1SC2=NC=CC=C2N1)=O)C(=O)O 3-(1-(Cyclopentylmethyl)-5-methyl-1H-pyrazol-4-yl)-6-(8-(thiazolo[5,4-b]pyridin-2-ylcarbamoyl)-3,4-dihydroisoquinolin-2(1H)-yl)picolinic acid